C(C)(=O)N1CCC2(CN(C(N2CC2=CC(=CC=C2)OC)=O)C2=CC=C(C=C2)Br)CC1 8-acetyl-3-(4-bromophenyl)-1-(3-methoxybenzyl)-1,3,8-triazaspiro[4.5]decan-2-one